(R)-5-bromo-2-(3-(5-(trifluoromethyl)pyridin-2-yloxy)pyrrolidin-1-yl)benzonitrile BrC=1C=CC(=C(C#N)C1)N1C[C@@H](CC1)OC1=NC=C(C=C1)C(F)(F)F